FC(SCCCCCOC1=C(C=C(C(=C1)S(=O)CC(F)(F)F)Cl)F)(F)F 5-TRIFLUOROMETHYLTHIOPENTYL-[4-CHLORO-2-FLUORO-5-(2,2,2-TRIFLUOROETHYLSULFINYL)PHENYL]ETHER